zinc copper-zinc [Zn].[Cu].[Zn]